(S)-N-((R)-(4,5-dichloro-2-hydroxyphenyl)(1-((S)-1-methylpyrrolidine-3-carbonyl)piperidin-4-yl)methyl)-2-methylpropane-2-sulfinamide ClC1=CC(=C(C=C1Cl)[C@H](N[S@@](=O)C(C)(C)C)C1CCN(CC1)C(=O)[C@@H]1CN(CC1)C)O